N1(C=NC=C1)CC1=C(C=C(C=N1)/C=C/C(=O)O)F (E)-3-(6-((1H-Imidazol-1-yl)methyl)-5-fluoropyridin-3-yl)acrylic acid